CC1=CC2=C(C3=CC=CC=C3C(=C2C=C1)OC(C)=O)OC(C)=O 2-methyl-9,10-bis(acetoxy)anthracene